BrC1=CC=CC(=N1)C(=O)NN 6-bromopyridineformhydrazide